methyl (S)-5-amino-4-carbamoyl-2-ethyl-6-(3-hydroxy-2,6-dimethylphenyl)-2,6-dihydropyrrolo[2,3-c]pyrazole-3-carboxylate NC1=C(C=2C(=NN(C2C(=O)OC)CC)N1C1=C(C(=CC=C1C)O)C)C(N)=O